2-(2,6-dioxopiperidin-3-yl)-4-((morpholin-2-ylmethyl)amino)isoindoline-1,3-dione O=C1NC(CCC1N1C(C2=CC=CC(=C2C1=O)NCC1CNCCO1)=O)=O